methyl 4-(5-bromo-3-{[3-fluoro-5-(methylsulfanyl)phenyl]methoxy}pyridin-2-yl)-5-methylthiophene-2-carboxylate BrC=1C=C(C(=NC1)C=1C=C(SC1C)C(=O)OC)OCC1=CC(=CC(=C1)SC)F